FC(C=1C=CC(=NC1)N1N=NC(=C1COC=1N=NC(=CC1)C1=NC=CN=C1)C)F 3-({1-[5-(difluoromethyl)pyridin-2-yl]-4-methyl-1H-1,2,3-triazol-5-yl}methoxy)-6-(pyrazin-2-yl)pyridazine